(S)-7-bromo-3-(pent-3-yl)-5-phenyl-1,3-dihydro-2H-benzo[e][1,4]diazepin-2-one BrC1=CC2=C(NC([C@@H](N=C2C2=CC=CC=C2)C(CC)CC)=O)C=C1